CC1CN(C2=C(C(=CN=C2C1)B1OC(C(O1)(C)C)(C)C)C)C(=O)OC(C)(C)C tert-Butyl 3,8-dimethyl-7-(4,4,5,5-tetramethyl-1,3,2-dioxaborolan-2-yl)-3,4-dihydro-2H-1,5-naphthyridine-1-carboxylate